IC1=CC=C(C=C1)NS(=O)(=O)C=1C=C(C=CC1)NC(C1=NC=CC=C1)=O N-(3-(N-(4-iodophenyl)sulfamoyl)phenyl)picolinamide